NC(C(=O)OCCCN(CC(CCCCCCCCCC)O[Si](C(C)(C)C)(C)C)CC(CCCCCCCCCC)O[Si](C)(C)C(C)(C)C)CC1=CNC2=CC=CC=C12 3-(bis{2-[(tert-butyl)bis(methyl)siloxy]dodecyl}amino)propyl 2-amino-3-(3-indolyl)propionate